(2S,4R)-N-[(S)-(4-cyclopropyl-3-fluorophenyl)(phenyl)methyl]-4-fluoro-1-{2-[5-(trifluoromethyl)-1,3,4-oxadiazol-2-yl]acetyl}pyrrolidine-2-carboxamide C1(CC1)C1=C(C=C(C=C1)[C@@H](NC(=O)[C@H]1N(C[C@@H](C1)F)C(CC=1OC(=NN1)C(F)(F)F)=O)C1=CC=CC=C1)F